(S)-6-(Cyclopropylmethyl)-N-((S)-1-(5-(7-methoxy-2-methylchinolin-6-yl)-1H-imidazol-2-yl)-7-oxodecyl)-6-azaspiro[2.5]octan-1-carboxamid C1(CC1)CN1CCC2(C[C@@H]2C(=O)N[C@@H](CCCCCC(CCC)=O)C=2NC(=CN2)C=2C=C3C=CC(=NC3=CC2OC)C)CC1